COC1CCN(CC1)C1=NC2=C(C=C(C=C2C(N1C)=O)C)[C@@H](C)NC1=C(C=CC=C1)S(=O)(=O)C 2-(4-methoxy-1-piperidyl)-3,6-dimethyl-8-[(1R)-1-(2-methylsulfonylanilino)ethyl]quinazolin-4-one